O=C1C=C(N=C2N1C=CC=C2)C(=O)NCC=2N=C1N(C=C(C=C1)CN1CC3=CC=CC=C3CC1)C2 4-oxo-N-({6-[(1,2,3,4-tetrahydroisoquinolin-2-yl)methyl]imidazo[1,2-a]pyridin-2-yl}methyl)-4H-pyrido[1,2-a]pyrimidine-2-carboxamide